1-(1-aminoimidazol-2-yl)-2-(3-cyclopropylphenoxy)-3-(dimethylamino)prop-2-en-1-one NN1C(=NC=C1)C(C(=CN(C)C)OC1=CC(=CC=C1)C1CC1)=O